[Cl-].[La+2].[Cl-] Lanthanum(II) chloride